FC(C1=CC=C(C=C1)N1C=2N(CC(C1)CNC(C=C)=O)N=CN2)(F)F N-((4-(4-(trifluoromethyl)phenyl)-4,5,6,7-tetrahydro-[1,2,4]triazolo[1,5-a]pyrimidin-6-yl)methyl)acrylamide